chlorodinitronaphthalene C1=CC=C2C(=C1)C(=CC(=C2Cl)[N+](=O)[O-])[N+](=O)[O-]